N1=C(C=NC=C1)CC#N 2-(pyrazin-2-yl)acetonitrile